CC(=O)N[C@@H]1[C@H]([C@@H]([C@H](OC1O)CO)O[C@H]2[C@@H]([C@H]([C@H]([C@H](O2)CO)O)O)O)O The molecule is a disaccharide consisting of beta-D-galactose linked via a (1->4)-glycosidic bond to N-acetyl-D-glucosamine. It is a glucosamine oligosaccharide and a member of lactosamines.